tert-butyl (4-(4-(2-(2,6-dioxopiperidin-3-yl)-1-oxoisoindolin-5-yl)piperazin-1-yl)butyl)carbamate O=C1NC(CCC1N1C(C2=CC=C(C=C2C1)N1CCN(CC1)CCCCNC(OC(C)(C)C)=O)=O)=O